1-triethoxysilyl-6-(diethylamino)(triethoxysilylpropylamino)methylsilylhexane C(C)O[Si](C(CCCCCN(CC)CC)[SiH2]CNCCC[Si](OCC)(OCC)OCC)(OCC)OCC